(Z)-N-(2-aminoethyl)-5-((5-fluoro-2-oxoindole-3-ylidene)methyl)-2,4-dimethyl-1H-pyrrole-3-carboxamide NCCNC(=O)C1=C(NC(=C1C)\C=C\1/C(NC2=CC=C(C=C12)F)=O)C